FC1=C(C=C2C=CN(C(C2=C1)=O)CCC[C@H](C)NC=1C=NNC(C1C(F)(F)F)=O)C1=NN2C(C=CC=C2)=C1 (S)-7-fluoro-2-(4-((6-oxo-5-(trifluoromethyl)-1,6-dihydropyridazin-4-yl)amino)pentyl)-6-(pyrazolo[1,5-a]pyridin-2-yl)isoquinolin-1(2H)-one